C(CCC)OC1=C(C=CC=C1)NC(=O)C=1COC2=CC(=CC=C2C1)OC N-(2-butoxyphenyl)-7-methoxy-2H-chromene-3-carboxamide